(Hydroxymethyl)pyrrolidin OCN1CCCC1